(S)-3-(4-(7'-chloro-2'-oxospiro[cyclopropane-1,3'-indoline]-1'-yl)phenyl)-2-(2-chloro-6-fluorobenzamido)propanoic acid ClC=1C=CC=C2C3(C(N(C12)C1=CC=C(C=C1)C[C@@H](C(=O)O)NC(C1=C(C=CC=C1F)Cl)=O)=O)CC3